2-(2-phenylbenzyl)propionic acid C1(=CC=CC=C1)C1=C(CC(C(=O)O)C)C=CC=C1